[Na+].CC(CC(=O)[O-])(CC(NCCCS(=O)(=O)[O-])=O)C.[Na+] 3,3-dimethyl-5-oxo-5-[(3-sulfopropyl)amino]pentanoic acid sodium salt